4-chloro-7-(6-((2S,6R)-2,6-dimethylmorpholino)pyridin-3-yl)-5,5-dimethyl-5,7-dihydro-6H-pyrrolo[2,3-d]pyrimidin-6-one ClC=1C2=C(N=CN1)N(C(C2(C)C)=O)C=2C=NC(=CC2)N2C[C@@H](O[C@@H](C2)C)C